(S)-N-(7-(4-Amino-3,3-dimethylbut-1-yn-1-yl)-5-methyl-4-oxo-2,3,4,5-tetrahydrobenzo[b][1,4]oxazepin-3-yl)-4-(2,4-difluorobenzyl)-1H-pyrazol-1-carboxamid-Hydrochlorid Cl.NCC(C#CC1=CC2=C(OC[C@@H](C(N2C)=O)NC(=O)N2N=CC(=C2)CC2=C(C=C(C=C2)F)F)C=C1)(C)C